2,6-dimethyl-4-(2-nitrophenyl)-3,5-pyridinedicarboxylic acid dimethyl ester COC(=O)C=1C(=NC(=C(C1C1=C(C=CC=C1)[N+](=O)[O-])C(=O)OC)C)C